(2S,4r)-4-hydroxy-1-[(2S)-2-[4-[3-(methoxymethyl)phenyl]triazol-1-yl]-3,3-dimethyl-butyryl]-N-methyl-pyrrolidine-2-carboxamide O[C@@H]1C[C@H](N(C1)C([C@H](C(C)(C)C)N1N=NC(=C1)C1=CC(=CC=C1)COC)=O)C(=O)NC